2-(2-(aminomethyl)phenoxy)propan-1-ol NCC1=C(OC(CO)C)C=CC=C1